3-[1-methyl-6-[(2R)-2-(trifluoromethyl)piperazin-1-yl]indazol-3-yl]piperidine-2,6-dione CN1N=C(C2=CC=C(C=C12)N1[C@H](CNCC1)C(F)(F)F)C1C(NC(CC1)=O)=O